(-)-7-Methyl-2-phenyl-4,5,6,7-tetrahydropyrazolo[1,5-a]pyrimidine CC1CCNC=2N1N=C(C2)C2=CC=CC=C2